ClC=1N=NC(=CC1)OC1CC1 chloro-6-cyclopropoxypyridazine